2-fluoro-4-((7-methoxy-2-((methylthio)methyl)-1H-imidazo[4,5-c][1,8]naphthyridin-1-yl)methyl)benzenesulfonamide cerium (III) chloride [Cl-].[Ce+3].FC1=C(C=CC(=C1)CN1C(=NC=2C=NC=3N=C(C=CC3C21)OC)CSC)S(=O)(=O)N.[Cl-].[Cl-]